CNC(=O)N1C(C(=C2N1C=CC=C2)C2=CC=CC=C2C(=O)N)C2CCC2 6-[1-(methylcarbamoyl)(cyclobutyl)pyrazolo[1,5-a]pyridin-3-yl]benzamide